N,N-dibutyl-m-aminophenol C(CCC)N(C=1C=C(C=CC1)O)CCCC